(4-(3,4-difluoro-2-(trifluoromethyl)phenyl)piperidin-1-yl)(5-picolinoyl-1,4,5,6-tetrahydropyrrolo[3,4-c]pyrazol-3-yl)methanone FC=1C(=C(C=CC1F)C1CCN(CC1)C(=O)C=1C2=C(N(N1)C(C=1C=CC=NC1)=O)CNC2)C(F)(F)F